3-[6-[4-[[1-[3-(3-bromo-2-methyl-phenoxy)propyl]-4-piperidyl]methyl]piperazin-1-yl]-1-methyl-indazol-3-yl]piperidine-2,6-dione BrC=1C(=C(OCCCN2CCC(CC2)CN2CCN(CC2)C2=CC=C3C(=NN(C3=C2)C)C2C(NC(CC2)=O)=O)C=CC1)C